N-(4-chloropyridin-2-yl)-2-(4-(trifluoromethyl)phenyl)acetamide ClC1=CC(=NC=C1)NC(CC1=CC=C(C=C1)C(F)(F)F)=O